methyl 2-((1-(tert-butoxycarbonyl)azetidin-3-yl)methyl)thiazole-5-carboxylate C(C)(C)(C)OC(=O)N1CC(C1)CC=1SC(=CN1)C(=O)OC